(1R,2S,4S)-2-(hydroxymethyl)-5-methoxy-2-(methoxymethyl)-5-methyl-quinuclidin-3-one OC[C@]1(N2CC([C@@H](C1=O)CC2)(C)OC)COC